ClC=1N=C(N(C1)C)C1=CC=C(CN2C3=NC(=NC(=C3N(C2=N)C)C)C2=C(C(=CC=C2)F)C(C)C)C=C1 9-(4-(4-chloro-1-methyl-1H-imidazol-2-yl)benzyl)-2-(3-fluoro-2-isopropylphenyl)-6,7-dimethyl-7,9-dihydro-8H-purin-8-imine